iodotris(4,4,4-trifluorobutyl)silane I[Si](CCCC(F)(F)F)(CCCC(F)(F)F)CCCC(F)(F)F